CC=1C=C2N(N=CC(=C2C(C)C)C(=O)O)C1C1=C(C(=CC(=C1)F)F)F 6-methyl-4-(propan-2-yl)-7-(2,3,5-trifluorophenyl)pyrrolo[1,2-b]pyridazine-3-carboxylic acid